OCC[N-]CC(C)O N-(2-hydroxyethyl)-2-hydroxypropylamide